N-(2-cyano-ethyl)-6-[3-(5-methoxylmethyl-isoxazol-3-yl)-[1,2,4]triazolo[3,4-a]phthalazin-6-yloxymethyl]-nicotinamide C(#N)CCNC(C1=CN=C(C=C1)COC1=NN2C(C3=CC=CC=C13)=NN=C2C2=NOC(=C2)COC)=O